FC1=CC=C(C=C1)C#C[C@]1([C@H](C1)C1=CC=CC=C1)C=O ((1S,2R)-1-((4-fluorophenyl)ethynyl)-2-phenylcyclopropyl)methanone